N-benzyl-N-benzyloxycarbonyl-5-aminopentan-1-ol C(C1=CC=CC=C1)N(CCCCCO)C(=O)OCC1=CC=CC=C1